2,4,6-trimethylbenzene sulfide CC12C(C(=CC(=C1)C)C)S2